ClC1=CC(=NC=C1)SSC1=NC=CC=C1 4-chloro-2-(2-pyridyldithio)-pyridine